S1C(=CC=C1)B1OC(C)(C)C(C)(C)O1 thiophen-2-yl-boronic acid pinacol ester